bis(p-chlorophenyl) ditelluride ClC1=CC=C(C=C1)[Te][Te]C1=CC=C(C=C1)Cl